CC=1N=C(C2=C(N1)C=NC(=C2)NCCN2CCOCC2)N 2-methyl-N6-[2-(morpholin-4-yl)ethyl]pyrido[3,4-d]pyrimidine-4,6-diamine